COC(=O)C1=C(C=C(C=C1)CC(=O)O)C 2-(4-(methoxycarbonyl)-3-methylphenyl)acetic acid